C(C)C=1C=CN(N1)C 5-ethyl-2-methyl-pyrazol